C(C(C)C)OC(C(CC(=O)OCC(C)C)OC1=CC=C(C=C1)Cl)=O p-chlorophenoxysuccinic acid diisobutyl ester